BrC=1C(=C2C(=NC1)NC(=N2)C2=CC(=C(C=C2)N2CCN(CC2)CCOC)F)NC2CCN(CC2)CC#N {4-[(6-Bromo-2-{3-fluoro-4-[4-(2-methoxyethyl)piperazin-1-yl]phenyl}-3H-imidazo[4,5-b]pyridin-7-yl)amino]piperidin-1-yl}acetonitrile